2-(2-Hydroxyethyl)-3-((4-nitrophenyl)amino)-3-(trifluoromethyl)-3,4-dihydroisoquinolin-1(2H)-one OCCN1C(C2=CC=CC=C2CC1(C(F)(F)F)NC1=CC=C(C=C1)[N+](=O)[O-])=O